[SiH]1=[SiH][SiH2]OC=C1 trisiloxine